C(C1=CC=CC=C1)(C1=CC=CC=C1)C(C(=O)N)CCCC benzhydryl-hexanamide